N-[2-bromo-4-(1,1,1,2,3,3,3-heptafluoropropan-2-yl)-6-(trifluoromethyl)phenyl]-3-[N-(cyclopropylmethyl)-4-(trifluoromethyl)benzamido]-2-fluorobenzamide BrC1=C(C(=CC(=C1)C(C(F)(F)F)(C(F)(F)F)F)C(F)(F)F)NC(C1=C(C(=CC=C1)N(C(C1=CC=C(C=C1)C(F)(F)F)=O)CC1CC1)F)=O